methyl 2-ethyl-4-(4,4,5,5-tetramethyl-1,3,2-dioxaborolan-2-yl)benzoate C(C)C1=C(C(=O)OC)C=CC(=C1)B1OC(C(O1)(C)C)(C)C